FC=1C=C(C=CC1OC)C(CC(=O)OC)(OC)OC methyl 3-(3-fluoro-4-methoxyphenyl)-3,3-dimethoxypropionate